3-(4-((3-(diisopropylamino)propyl)thio)-1-oxoisoindolin-2-yl)piperidine-2,6-dione C(C)(C)N(CCCSC1=C2CN(C(C2=CC=C1)=O)C1C(NC(CC1)=O)=O)C(C)C